[O-]P([O-])(=O)OP(=O)([O-])[O-].[Na+].O.[Na+].[Na+].[Na+] water sodium pyrophosphate